OC1CC(C1)NCC[C@@H](OC1=C(C#N)C=CC(=N1)C)C1=CC=CC=C1 2-((R)-3-(((1r,3R)-3-hydroxycyclobutyl)amino)-1-phenylpropoxy)-6-methyl-nicotinonitrile